CC=1C(=NC=CC1)CN1C[C@H](CC1)N1C(N(C=2C1=NC=CC2)C2=CC=C(C=C2)C2=CC=C(C=C2)OC(F)(F)F)=O (S)-3-(1-((3-methylpyridin-2-yl)methyl)pyrrolidin-3-yl)-1-(4'-(trifluoromethoxy)-[1,1'-biphenyl]-4-yl)-1,3-dihydro-2H-imidazo[4,5-b]pyridin-2-one